OC1(CC1)C1=NN(C=N1)C1CC2(CN(C2)C(=O)N2CC3(C2)CN(C3)CC3=NSC(=C3)C(F)(F)F)C1 [6-[3-(1-hydroxycyclopropyl)-1,2,4-triazol-1-yl]-2-azaspiro[3.3]heptan-2-yl]-[6-[[5-(trifluoromethyl)isothiazol-3-yl]methyl]-2,6-diazaspiro[3.3]heptan-2-yl]methanone